BrC1=C(C(=C(C(=C1F)F)F)F)S(=O)(=O)N(CC(=O)N(C1=C(C=C(C(=O)O)C=C1)OCC)CC1=CC(=CC(=C1)C1CC1)C(C)(C)C)CC1=C(C=CC=C1)C#N 4-[[2-[(2-bromo-3,4,5,6-tetrafluoro-phenyl)sulfonyl-[(2-cyanophenyl)methyl]amino]acetyl]-[(3-tert-butyl-5-cyclopropyl-phenyl)methyl]amino]-3-ethoxy-benzoic acid